ClC=1C=C(C=CC1)NCC(C#N)NC1=CN=CC2=CC=C(C=C12)C#N 4-((2-((3-chlorophenyl)amino)-1-cyanoethyl)amino)isoquinoline-6-carbonitrile